N-(2-(6-oxaspiro[4.5]decan-9-yl)pyridin-3-yl)-2-((3-chlorophenyl)amino)acetamide C1CCCC12OCCC(C2)C2=NC=CC=C2NC(CNC2=CC(=CC=C2)Cl)=O